2-nonyl-2-oxazoline C(CCCCCCCC)C=1OCCN1